C(C)OC(=O)C=1C(=NOC1C1CC1)C1=C(C=CC=C1)Cl 3-(2-chlorophenyl)-5-cyclopropylisoxazole-4-carboxylic acid ethyl ester